C(C)(CC)N(CCN(CCN(CCN(C)C(C)CC)C)C)C N,N'''-disecbutyl-N,N',N'',N'''-tetramethyl(triethylenetetraamine)